C(CCSC)=O 4-THIAPENTANAL